BrC=1C(=C(C=CC1)\C=C(/F)\C1=CC=C(C=N1)CN(C(OC(C)(C)C)=O)CCO)C (Z)-tert-Butyl ((6-(2-(3-bromo-2-methylphenyl)-1-fluorovinyl)pyridin-3-yl)methyl)(2-hydroxyethyl)carbamate